NC1=CC=CC=2N=C(OC21)NC=2NC(=C(C(N2)C2=C(C=C(C=C2)C)Cl)C(=O)NCC=2C=NN(C2)CC)C 2-((7-aminobenzo[d]oxazol-2-yl)amino)-4-(2-chloro-4-methylphenyl)-N-((1-ethyl-1H-pyrazol-4-yl)methyl)-6-methyl-1,4-dihydropyrimidine-5-carboxamide